C[C@@]12CC[C@@H]3[C@]4(C=CC(=O)C([C@@H]4C[C@H]([C@]3([C@@]15[C@H](O5)C(=O)O[C@H]2C6=COC=C6)C)OC(=O)C7=CC=CC=C7)(C)C)C The molecule is a limonoid that is gedunin in which the acetoxy group at position 7 is replaced by a benzoyloxy group. Isolated from Azadirachta indica, it exhibits cytotoxic activity against HL60 leukemia cells. It has a role as an antineoplastic agent and a plant metabolite. It is a delta-lactone, a cyclic terpene ketone, an enone, an epoxide, a member of furans, a pentacyclic triterpenoid, a limonoid and a benzoate ester. It derives from a gedunin.